CS(=O)(=O)OCCC1(CC1)C(F)(F)F 2-[1-(trifluoromethyl)cyclopropyl]ethyl methanesulfonate